COC(CCSC[C@H]1N(CCC1)C(=O)OC(C)(C)C)=O tert-butyl (S)-2-(((3-methoxy-3-oxopropyl)thio)methyl)pyrrolidine-1-carboxylate